C1(CC1)C=1C=NC2=C(C=C(C=C2C1)C(=O)NCC(O)(C1=NC(=C(C(=C1)C(C)(C)O)F)C1=CC=C(C=C1)F)C1CC1)OC (-)-3-cyclopropyl-N-(2-cyclopropyl-2-(5-fluoro-6-(4-fluorophenyl)-4-(2-hydroxyprop-2-yl)pyridine-2-yl)-2-hydroxyethyl)-8-methoxyquinoline-6-carboxamide